3-(1-(2-chloro-4-fluorobenzyl)-1H-indazol-3-yl)benzoyl-hydrazine ClC1=C(CN2N=C(C3=CC=CC=C23)C=2C=C(C(=O)NN)C=CC2)C=CC(=C1)F